3-chloro-N-(3,4-dimethoxybenzyl)-6-(3,5-dimethylphenyl)pyridazine ClC=1NN(C(=CC1)C1=CC(=CC(=C1)C)C)CC1=CC(=C(C=C1)OC)OC